C(CC(=O)O)C(=O)C(=O)O ketoglutaric acid